α-PINENE C12C(=CCC(C1(C)C)C2)C